1-cyclopentylmethyl-6-(4-methoxypyrrolo[2,1-f][1,2,4]triazin-5-yl)-2-methyl-1H-imidazo[4,5-b]pyridine C1(CCCC1)CN1C(=NC2=NC=C(C=C21)C=2C=CN1N=CN=C(C12)OC)C